4-bromo-1-(trifluoromethylthio)-5,6-dihydrospiro[3-azaindene-7,2'-[1,3]dioxolane] BrC1=C2N=CC(=C2C2(OCCO2)CC1)SC(F)(F)F